NCCCNCCCCNCCCNC1C[C@H]2[C@@H]3CC[C@H]([C@@H](CCCC(C)C)C)[C@]3(CC[C@@H]2[C@]2(CCC(CC12)O)C)C 6-[[3-[[4-[(3-Aminopropyl)amino]butyl]amino]propyl]amino]-cholestan-3-ol